COC(CNC(=O)C1=CC=2C=3C=C4C(=C(C3N(C2C=C1)C)C)C=CN=C4)(C)C N-(2-methoxy-2-methylpropyl)-5,6-dimethyl-6H-pyrido[4,3-b]carbazole-9-carboxamide